C1=NC(=C(N1[C@H]2[C@@H]([C@@H]([C@H](O2)COP(=O)(O)O)O)O)N)C(=O)N[C@@H](CC(=O)O)C(=O)O The molecule is a 1-(phosphoribosyl)imidazolecarboxamide resulting from the formal condesation of the darboxy group of 5-amino-1-(5-O-phosphono-beta-D-ribofuranosyl)-1H-imidazole-4-carboxylic acid with the amino group of L-aspartic acid. It has a role as an Escherichia coli metabolite and a mouse metabolite. It derives from a succinic acid. It is a conjugate acid of a SAICAR(4-).